C(CC)OCN(C(C(=C)C)=O)COCCC N,N-di(propoxymethyl)methacrylamide